phosphocreatine di-L-arginine salt N[C@@H](CCCNC(N)=N)C(=O)O.N[C@@H](CCCNC(N)=N)C(=O)O.P(=O)(O)(O)C(C(=O)O)N(C)C(N)=N